3-(4-cyano-2-methoxy-phenoxy)-5-methyl-N-[3-(methylsulfonimidoyl)phenyl]-6-phenyl-pyridazine-4-carboxamide C(#N)C1=CC(=C(OC=2N=NC(=C(C2C(=O)NC2=CC(=CC=C2)S(=O)(=N)C)C)C2=CC=CC=C2)C=C1)OC